4-(3,5-dimethoxypyridin-4-yl)-5-(2-methoxyethoxy)-6-oxopyran-2-carboxylic acid HCl salt Cl.COC=1C=NC=C(C1C=1C=C(OC(C1OCCOC)=O)C(=O)O)OC